tert-butyl 4-[4-bromo-1-(ethoxycarbonylmethyl)-1H-indazol-3-yl]-1-piperidinecarboxylate BrC1=C2C(=NN(C2=CC=C1)CC(=O)OCC)C1CCN(CC1)C(=O)OC(C)(C)C